CN1C(N(C=2C1=CC1=C(N=C(O1)CC1CCNCC1)C2)C2C(NC(CC2)=O)=O)=O 3-(7-methyl-6-oxo-2-(piperidin-4-ylmethyl)-6,7-dihydro-5H-imidazo[4',5':4,5]benzo[1,2-d]oxazol-5-yl)piperidine-2,6-dione